2-((cyclohexylmethyl)(methyl)amino)-5-oxo-5H-thieno[3,2-b]pyran-6-carboxylic acid C1(CCCCC1)CN(C1=CC=2OC(C(=CC2S1)C(=O)O)=O)C